C(#N)C1(CC1)NS(=O)(=O)C=1C=C2C(=NC(=NC2=C(C1)N1C[C@H](N[C@@H](C1)C)CF)C)C=1SC(=NN1)C(F)F N-(1-cyanocyclopropyl)-4-(5-(difluoromethyl)-1,3,4-thiadiazol-2-yl)-8-((3S,5R)-3-(fluoromethyl)-5-methylpiperazin-1-yl)-2-methylquinazoline-6-sulfonamide